1-methyl-5-(3-(trifluoromethyl)-1H-pyrazol-4-yl)-1H-imidazole CN1C=NC=C1C=1C(=NNC1)C(F)(F)F